OS(=O)(=O)C(F)(F)F.[N+](=O)([O-])N(O)C(C1=CC=CC=C1)=O nitrobenzoyl-hydroxylamine triflate